C(C=C)S(SC)=O S-methyl 2-propene-1-thiosulfinate